OC(C)C1=CC=C(N=N1)NC(OC(C)(C)C)=O tert-butyl (6-(1-hydroxyethyl)pyridazin-3-yl)carbamate